((2R)-tert-butyl 1-((1-(6-((2-amino-2-oxo-1-phenylethyl) thio)-3,5-dicyano-4-cyclopropylpyridin-2-yl) piperidin-4-yl) amino)-1-oxopropan-2-yl) carbamate C(N)(O[C@@H](C(=O)NC1CCN(CC1)C1=NC(=C(C(=C1C#N)C1CC1)C#N)SC(C(=O)N)C1=CC=CC=C1)CC(C)(C)C)=O